((2,4-dioxo-1,3-diazaspiro[4.4]nonane-6-yl)methyl)-4'-fluoro-[1,1'-biphenyl]-4-carboxamide O=C1NC2(C(N1)=O)C(CCC2)CC2=C(C=CC(=C2)C(=O)N)C2=CC=C(C=C2)F